C(C)(=O)N1CCN(CC1)CC1=C(C=C(C=C1)NC(=O)NC=1SC(=CN1)C1=NC(=NC=C1)NC)C(F)(F)F 1-(4-((4-Acetylpiperazin-1-yl)methyl)-3-(trifluoromethyl)phenyl)-3-(5-(2-(methylamino)-pyrimidin-4-yl)thiazol-2-yl)urea